N[C@H]1[C@@H]2N(C[C@H]1CC2)C(=O)C2=CC1=C(N(C(=N1)C1=CC=3C=CC4=C(NCCS4=O)C3N1CC1CC1)C)C(=C2)F [(1R,4R,7R)-7-amino-2-azabicyclo[2.2.1]heptan-2-yl]-[2-[9-(cyclopropylmethyl)-4-oxo-2,3-dihydro-1H-pyrrolo[2,3-f][1,4]benzothiazin-8-yl]-7-fluoro-1-methyl-benzimidazol-5-yl]methanone